4,4'-dihydroxy-7,7'-dimethyl-2,2'-diphenyl-3,3'-biphenanthrene OC1=C(C(=CC=2C=CC3=CC(=CC=C3C12)C)C1=CC=CC=C1)C=1C(=CC=2C=CC3=CC(=CC=C3C2C1O)C)C1=CC=CC=C1